2-(4-((3-cyanopyridin-2-yl)oxy)-3-fluorophenyl)acetyl chloride C(#N)C=1C(=NC=CC1)OC1=C(C=C(C=C1)CC(=O)Cl)F